N1=CC=C(C=C1)C1CC(CC1)=O 3-(Pyridin-4-yl)cyclopentan-1-one